OC[C@H](C(=O)O)CC (R)-2-HYDROXYMETHYLBUTANOIC ACID